3,7,11,15-tetramethyl-2-hexadecanol CC(C(C)O)CCCC(CCCC(CCCC(C)C)C)C